D-Psicofuranose OCC1(O)[C@H](O)[C@H](O)[C@H](O1)CO